tert-Butyl (R)-3,4-dichloro-1-(((1R,5S,6s)-3-methyl-3-azabicyclo[3.1.0]hexan-6-yl)amino)-12-oxo-6a,7,9,10-tetrahydro-12H-pyrazino[2,1-c]pyrido[3,4-f][1,4]oxazepine-8(6H)-carboxylate ClC1=C(C2=C(C(N3[C@@H](CO2)CN(CC3)C(=O)OC(C)(C)C)=O)C(=N1)NC1[C@@H]3CN(C[C@H]13)C)Cl